4-[2-(difluoromethyl)-4-fluorophenoxy]-5H,6H,7H,8H-pyrido[3,4-d]pyrimidine-2,7-dicarboxylic acid 7-tert-butyl 2-methyl ester COC(=O)C=1N=C(C2=C(N1)CN(CC2)C(=O)OC(C)(C)C)OC2=C(C=C(C=C2)F)C(F)F